CC1=CC=C(C=C1)S(=O)(=O)C1=CC=C(S1)C(=O)NCC1=NN(C=N1)C 5-(4-methylbenzene-1-sulfonyl)-N-[(1-methyl-1H-1,2,4-triazol-3-yl)methyl]thiophene-2-carboxamide